[N].ClCCO[Si](C)(C)C(C)(C)C (2-chloroethoxy)-tertiary butyl-dimethyl-silane nitrogen